1-aminomethyl-(methoxydimethylsilane) NCCO[SiH](C)C